2,2-difluoro-N-[rac-(2R,3S)-1-[1-(5-fluoropyrimidin-2-yl)indazol-5-yl]-5-oxo-2-phenyl-pyrrolidin-3-yl]propanamide FC(C(=O)N[C@@H]1[C@H](N(C(C1)=O)C=1C=C2C=NN(C2=CC1)C1=NC=C(C=N1)F)C1=CC=CC=C1)(C)F |r|